CC1=C(C(=CC(=C1)N1CC2=C(CCC1)C=C(C=C2)O[C@@H](C(F)(F)F)C)C)NC(CC(C)(C)C)=O (R)-N-(2,6-Dimethyl-4-(7-((1,1,1-trifluoropropan-2-yl)oxy)-1,3,4,5-tetrahydro-2H-benzo[c]azepine-2-yl)phenyl)-3,3-dimethylbutanamide